ClC1=NC=C(C(=N1)C=1C=C2C(=CC=NC2=C(C1)F)C(C)N[S@@](=O)C(C)(C)C)F (S)-N-(1-(6-(2-chloro-5-fluoropyrimidin-4-yl)-8-fluoroquinolin-4-yl)ethyl)-2-methylpropane-2-sulfinamide